C[N+]12CC[NH+](CC1)CC2 1-methyl-1,4-diazabicyclo[2.2.2]octane-1,4-diium